COC(CN1C(C=2N(CC1C(=O)NC1CCCCC1)C=C(C(C2O)=O)C(=O)O)=O)OC 2-(2,2-dimethoxyethyl)-3-cyclohexylaminocarbonyl-9-hydroxy-1,8-dioxo-1,3,4,8-tetrahydro-2H-pyrido[1,2-a]pyrazine-7-carboxylic acid